C[C@H]1N(C(C=2SC=3C=CC=4N=C(C=CC4C3C2N(C1)C(=O)OC(C)(C)C)C1=CC(=NC(=C1)C=C)N1CCOCC1)=O)C(=O)OC(C)(C)C ditert-butyl (15R)-15-methyl-5-(2-morpholino-6-vinyl-4-pyridyl)-13-oxo-11-thia-6,14,17-triazatetracyclo[8.8.0.0^2,7.0^12,18]octadeca-1(10),2(7),3,5,8,12(18)-hexaene-14,17-dicarboxylate